N-(2-fluoro-4-(4,4,5,5-tetramethyl-1,3,2-dioxaborolan-2-yl)phenyl)acrylamide FC1=C(C=CC(=C1)B1OC(C(O1)(C)C)(C)C)NC(C=C)=O